S1(=NC=CC=C1)=O 1λ6,2-thiazine 1-oxide